n-decanyl-triphenylphosphine chloride [Cl-].C(CCCCCCCCC)C1=C(C=CC=C1)P(C1=CC=CC=C1)C1=CC=CC=C1